N1(C=NC=C1)C1=NC(=C2N(C=NC2=N1)COCC[Si](C)(C)C)C(=O)O 2-(1H-imidazol-1-yl)-7-((2-(trimethylsilyl)ethoxy)methyl)-7H-purine-6-carboxylic acid